(R)-2-(2-Chloro-5-isopropyl-8-oxothieno[2',3':4,5]pyrrolo[1,2-d][1,2,4]triazin-7(8H)-yl)-N-(1-(2-fluoroethyl)piperidin-3-yl)acetamide ClC1=CC2=C(C=C3N2C(=NN(C3=O)CC(=O)N[C@H]3CN(CCC3)CCF)C(C)C)S1